O=C1N(C(CN1)=O)C(=O)N 2,5-dioxoimidazoline-1-carboxamide